3-(1-(3-Bromo-2-fluorophenyl)ethyl)-5-(5-((4,6-difluoro-1H-indol-5-yl)oxy)-2-fluorophenyl)-1,2,4-oxadiazole BrC=1C(=C(C=CC1)C(C)C1=NOC(=N1)C1=C(C=CC(=C1)OC=1C(=C2C=CNC2=CC1F)F)F)F